C(C)(C)(C)OC(=O)N(C(C)C)CC1CN(C1)C=1N=CC(=NC1)C(=O)O 5-(3-(((tert-butoxycarbonyl)(isopropyl)amino)methyl)azetidin-1-yl)pyrazine-2-carboxylic acid